2-(1-acryloyl-4-(7-(7-fluoro-3,4-dihydroquinolin-1(2H)-yl)-2-(1-methyl-1,6-diazaspiro[3.3]heptan-6-yl)-5,6,7,8-tetrahydroquinazolin-4-yl)piperazin-2-yl)acetonitrile C(C=C)(=O)N1C(CN(CC1)C1=NC(=NC=2CC(CCC12)N1CCCC2=CC=C(C=C12)F)N1CC2(CCN2C)C1)CC#N